[Si](C)(C)(C(C)(C)C)OCCCCCN(C=1SC=C(N1)C(=O)OC)C=1N=NC(=C(C1)C)\N=C\1/SC2=C(N1COCC[Si](C)(C)C)C=CC=C2 methyl 2-[5-[tert-butyl(dimethyl)silyl]oxypentyl-[5-methyl-6-[(Z)-[3-(2-trimethylsilylethoxymethyl)-1,3-benzothiazol-2-ylidene]amino]pyridazin-3-yl]amino]thiazole-4-carboxylate